C1(CC1)C1=C(C=CC=C1)[C@H]1N(CCC1)C1CC2(C1)CCN(CC2)C2=CC=C(C(=O)O)C=C2 (S)-4-(2-(2-(2-cyclopropylphenyl)pyrrolidin-1-yl)-7-azaspiro[3.5]nonan-7-yl)benzoic acid